(S)-3-(5-(3,5-difluorophenyl)-3-oxo-6,7-dihydro-3H-pyrrolo[2,1-c][1,2,4]triazol-2(5H)-yl)-2,2-difluorobicyclo[1.1.1]pentane-1-carboxylate FC=1C=C(C=C(C1)F)[C@@H]1CCC2=NN(C(N21)=O)C21C(C(C2)(C1)C(=O)[O-])(F)F